tert-Butyl (1-(phenylsulfonyl)-1H-indol-4-yl)carbamate C1(=CC=CC=C1)S(=O)(=O)N1C=CC2=C(C=CC=C12)NC(OC(C)(C)C)=O